C(C(O)C)(=O)O.OCC(O)CO glycerin mono-lactate